methyl 2-((tert-butoxycarbonyl)amino)-7-((3'-(trifluoromethyl)-[1,1'-biphenyl]-2-yl)oxy)-1,2,3,4-tetrahydronaphthalene-2-carboxylate C(C)(C)(C)OC(=O)NC1(CC2=CC(=CC=C2CC1)OC1=C(C=CC=C1)C1=CC(=CC=C1)C(F)(F)F)C(=O)OC